C1(CC1)C1=C(C(C2=CC=C(C=C2C1=O)F)=O)CC1=CC=C(C(=N1)C#N)C(F)(F)F 6-((3-cyclopropyl-6-fluoro-1,4-dioxo-1,4-dihydronaphthalen-2-yl)methyl)-3-(trifluoromethyl)picolinonitrile